C(CC)N=C=NCC propyl-N-ethylcarbodiimide